N1C2=C(C=CC1)C(NC2([2H])[2H])=O dihydro-5H-pyrrolo[3,4-b]pyridin-5-one-7,7-d2